FC1=C(C=CC=C1F)C1(C(N(CC1C1=NN(C=C1C(F)(F)F)C)C)=O)C(=O)N 2,3-difluorophenyl-1-methyl-4-[1-methyl(trifluoromethyl)pyrazol-3-yl]-2-oxo-pyrrolidine-3-carboxamide